C(C)(CC)N1C2=C(N(C(C3=C1C=CC=C3)=O)C)C=NC(=N2)NC2=CC=C(C(=O)OC)C=C2 methyl 4-((11-(sec-butyl)-5-methyl-6-oxo-6,11-dihydro-5H-benzo[e]pyrimido[5,4-b][1,4]diazepin-2-yl)amino)benzoate